(5-methoxy-1H-pyrrolo[3,2-b]pyridin-2-yl)(4-(2-(trifluoromethyl)phenyl)piperidin-1-yl)methanone COC1=CC=C2C(=N1)C=C(N2)C(=O)N2CCC(CC2)C2=C(C=CC=C2)C(F)(F)F